(4-(cyanomethyl)-2,5-difluorophenyl)-6-methyl-7-oxo-6,7-dihydro-1H-pyrrolo[2,3-c]pyridine-3-sulfonamide C(#N)CC1=CC(=C(C=C1F)N1C=C(C2=C1C(N(C=C2)C)=O)S(=O)(=O)N)F